BrC1=CC=C(C=C1)COC(=O)C=1C=C(C=C2C1C(=CO2)C2=CC(=CC(=C2)OC)OC)OC 3-(3,5-Dimethoxyphenyl)-6-methoxy-4-benzofurancarboxylic acid-4-bromophenylmethyl ester